2-{2-[2-(2-{[3-(2,6-dioxopiperidin-3-yl)-4-oxo-3,4-dihydrophthalazin-5-yl]amino}ethoxy)ethoxy]ethoxy}acetic acid O=C1NC(CCC1N1N=CC2=CC=CC(=C2C1=O)NCCOCCOCCOCC(=O)O)=O